1-[[2-(difluoromethoxy)pyridin-4-yl]methyl]-3-((1r,3r)-3-methylcyclobutyl)urea FC(OC1=NC=CC(=C1)CNC(=O)NC1CC(C1)C)F